Methyl E-4-bromo-2-butenoate BrC/C=C/C(=O)OC